BrC=1C(=C(C=CC1)NC=1C2=C(N=C(N1)C)C=CC=N2)Cl N-(3-bromo-2-chloro-phenyl)-2-methyl-pyrido[3,2-d]pyrimidin-4-amine